N-(2,2-difluoroethyl)-5-(1-(3-fluorobenzyl)-2-methyl-1H-imidazo[4,5-b]pyridin-6-yl)-5H-pyrrolo[2,3-b]pyrazin-3-amine FC(CNC1=CN=C2C(=N1)N(C=C2)C=2C=C1C(=NC2)N=C(N1CC1=CC(=CC=C1)F)C)F